ClC=1C=NN(C(C1Cl)=O)C(C(=O)OCC)C ethyl 2-(4,5-dichloro-6-oxo-pyridazin-1-yl)propanoate